7-bromo-3-(trifluoromethyl)-2,3-dihydrobenzofuran-2-ol BrC1=CC=CC=2C(C(OC21)O)C(F)(F)F